C(\C=C/C=CCCCC)#N (3Z,6Z)-nonadienenitrile